8-ethoxy-2,6,8-trimethyl-6,8-dihydro-7H-pyrrolo[2,3-g]quinazolin-7-one C(C)OC1(C(N(C=2C=C3C=NC(=NC3=CC21)C)C)=O)C